ClC1=CC=C(C=C1)[C@H]1CC[C@@H](N1)[C@@H](O)C=1C=NC=C(C1)F (S)-((2R,5R)-5-(4-Chlorophenyl)pyrrolidin-2-yl)(5-fluoropyridin-3-yl)-methanol